6-(5-(((2-(4-(Aminomethyl)-7-fluoro-1-methyl-2-oxo-1,2-dihydroquinolin-8-yl)ethyl)amino)methyl)-2-oxooxazolidin-3-yl)-2H-pyrido[3,2-b][1,4]oxazin-3(4H)-one NCC1=CC(N(C2=C(C(=CC=C12)F)CCNCC1CN(C(O1)=O)C=1C=CC=2OCC(NC2N1)=O)C)=O